C1=C2C(C=3C(=CC(C4=C5C=CC=CC5=CC34)=O)C2=CC=C1)=O Indenofluorene-6,12-dione